C(C)(C)(C)C1=CC=C(CN2CSC3=C2C=CC=C3)C=C1 3-(4-(tert-butyl)benzyl)benzothiazole